CC1=NN2C(N(CCC2)C(CCC(=O)N)=O)=C1 4-(2-methyl-6,7-dihydropyrazolo[1,5-a]pyrimidin-4(5H)-yl)-4-oxobutanamide